C(C1=CC=CC=C1)OC(=O)C1CC(CC1)C=1C=NN2C1C=CC(=C2)C=2C=NN(C2)C 3-(6-(1-Methyl-1H-pyrazol-4-yl)pyrazolo[1,5-a]pyridin-3-yl)cyclopentane-1-carboxylic acid benzyl ester